N1C(=CC2=CC=CC=C12)C(=O)N1CC=2N(CC1)N=CC2C(=O)NC2(CC2)C2=CC=C(C(=O)O)C=C2 4-{1-[5-(1H-indole-2-carbonyl)-4H,5H,6H,7H-pyrazolo[1,5-a]pyrazine-3-amido]cyclopropyl}benzoic acid